(E)-1-(5-chloropyrazin-2-yl)-N-[1-(trifluoromethyl)cyclopropyl]methanimine ClC=1N=CC(=NC1)\C=N\C1(CC1)C(F)(F)F